C(#N)C1=C(C=C(OC2C(C(C2(C)C)NC(C2=CC(=C(C=C2)N2CCC(CC2)CO)F)=O)(C)C)C=C1)OC N-((1r,3r)-3-(4-cyano-3-methoxyphenoxy)-2,2,4,4-tetramethylcyclobutyl)-3-fluoro-4-(4-(hydroxymethyl)piperidin-1-yl)benzamide